COC(CCC1=CC(=C(C(=C1)C(C)(C)C)O)C(C)(C)C)=O 3-(3,5-di-tert-butyl-4-hydroxyphenyl)-propionic acid methyl ester